C1(=CC=CC=C1)P([C-]1C=CC=C1)C1=CC=CC=C1.[C-]1(C=CC=C1)P(C1=CC=CC=C1)C1=CC=CC=C1.[Fe+2] 1,1'-Bis[diphenylphosphino]ferrocene